4-methoxy-4-phenylpyrrolidine-1-carboxylic acid tert-butyl ester C(C)(C)(C)OC(=O)N1CCC(C1)(C1=CC=CC=C1)OC